rac-N-((1R,2R)-2-((tert-butyldimethylsilyl)oxy)cyclohexyl)-3-fluoro-5-methylaniline [Si](C)(C)(C(C)(C)C)O[C@H]1[C@@H](CCCC1)NC1=CC(=CC(=C1)C)F |r|